[N+](=O)([O-])C=1C=C(C=NC1C(=C)C)C(=O)OC methyl 5-nitro-6-(prop-1-en-2-yl)pyridine-3-carboxylate